5-(4-(3-(7-fluoro-5-methyl-1-oxo-1,2-dihydroisoquinolin-3-yl)propionyl)piperazin-1-yl)pyridinecarbonitrile FC1=CC(=C2C=C(NC(C2=C1)=O)CCC(=O)N1CCN(CC1)C=1C=CC(=NC1)C#N)C